BrC1=C2C(=C(C=3C=COC31)CC(C)N)OC=C2 1-(4-Bromofuro[2,3-f][1]benzofuran-8-yl)propan-2-amine